C(C1=CC=CC=C1)OC1=NC=C(C=C1Br)Cl 2-(benzyloxy)-3-bromo-5-chloropyridine